(4-amino-3-methylphenyl)-N-(1-methyl-1H-pyrazol-3-yl)pyrimidin-2-amine NC1=C(C=C(C=C1)C1=NC(=NC=C1)NC1=NN(C=C1)C)C